5-(4,5-bis(4-methoxyphenyl)-1H-imidazol-1-yl)pentan-1-ol COC1=CC=C(C=C1)C=1N=CN(C1C1=CC=C(C=C1)OC)CCCCCO